NC1=C2N=CN(C2=NC=N1)[C@@H]1O[C@@H]([C@H]([C@H]1O)O)[C@](C)(O)C1=CC(=C(C=C1)Cl)C (2R,3R,4S,5S)-2-(6-amino-9H-purin-9-yl)-5-((R)-1-(4-chloro-3-methylphenyl)-1-hydroxyethyl)tetrahydrofuran-3,4-diol